C(C)N1C(=CC2=C(C=C(C=C12)C)NC1=CC(=C(C(=C1)OC)OC)OC)C(=O)O 1-Ethyl-4-((3,4,5-trimethoxyphenyl)amino)-6-methyl-1H-indole-2-carboxylic acid